(rac)-5-[1-(2-methyl-1H-imidazol-1-yl)ethyl]pyrazin-2-amine dihydrochloride Cl.Cl.CC=1N(C=CN1)[C@H](C)C=1N=CC(=NC1)N |r|